N-(4-hydroxyphenyl)methacrylamide OC1=CC=C(C=C1)NC(C(=C)C)=O